4-(((1r,4r)-4-(4-(2-((2-(2,6-dioxopiperidin-3-yl)-1,3-dioxoisoindolin-5-yl)oxy)ethyl)piperazin-1-yl)cyclohexyl)amino)quinazoline-6-carbonitrile O=C1NC(CCC1N1C(C2=CC=C(C=C2C1=O)OCCN1CCN(CC1)C1CCC(CC1)NC1=NC=NC2=CC=C(C=C12)C#N)=O)=O